O=C1N(C=C(C2=C1C=NN2COCC[Si](C)(C)C)C(=O)OC)C2CCOCC2 methyl 4-oxo-5-(tetrahydro-2H-pyran-4-yl)-1-((2-(trimethylsilyl)ethoxy)methyl)-4,5-dihydro-1H-pyrazolo[4,3-c]pyridine-7-carboxylate